BrC=1C(=CC=C2C(=CN(C12)COCC[Si](C)(C)C)C1=NC(=NC=C1C(F)(F)F)N[C@@H]1CN(CCC1)C(=O)OC(C)(C)C)C#N tert-butyl (3S)-3-[[4-[7-bromo-6-cyano-1-(2-trimethylsilylethoxymethyl)indol-3-yl]-5-(trifluoromethyl)pyrimidin-2-yl]amino]piperidine-1-carboxylate